tert-Butyl 2-((1-(ethoxycarbonyl)cyclopropyl)methyl)-3-thioxohexahydroimidazo[1,5-a]pyrazine-7(1H)-carboxylate C(C)OC(=O)C1(CC1)CN1C(N2C(CN(CC2)C(=O)OC(C)(C)C)C1)=S